C(C1=CC=CC=C1)C1(CN(CC1)C(=O)C=1N=CSC1)C=1C=C2C=NN(C2=CC1OC)C1=CC=C(C=C1)F (3-benzyl-3-(1-(4-fluorophenyl)-6-methoxy-1H-indazol-5-yl)pyrrolidin-1-yl)(thiazol-4-yl)methanone